ClS(=O)(=O)N1C[C@@H]2C([C@H](C1)C2)NC(OC(C)(C)C)=O tert-Butyl ((1R,5S,6r)-3-(chlorosulfonyl)-3-azabicyclo[3.1.1]heptan-6-yl)carbamate